C=CCCCCCCCCCCCCCCCCCCCCCCCCCC octaeicosene